6-bromo-4-methoxy-1-methyl-1H-indazole BrC1=CC(=C2C=NN(C2=C1)C)OC